CC(C)CC(CC(C)C)O 2,6-dimethyl-4-heptyl alcohol